C(C)(C)(C)OC(=O)N1[C@H]2C(N[C@@H](C1)C2)=O (1R,4R)-6-oxo-2,5-diazabicyclo[2.2.1]heptane-2-carboxylic acid tert-butyl ester